(1R,3S)-3-(3-{[(4-meth-oxyphenyl)acetyl]amino}-1H-pyrazol-5-yl)cyclopentyl ethyl(methyl)-carbamate C(C)N(C(O[C@H]1C[C@H](CC1)C1=CC(=NN1)NC(CC1=CC=C(C=C1)OC)=O)=O)C